Ethyl (E)-2-(1-butyl-4-tosyloctahydroquinoxalin-2(1H)-ylidene)acetate C(CCC)N1\C(\CN(C2CCCCC12)S(=O)(=O)C1=CC=C(C)C=C1)=C\C(=O)OCC